C(CCC)C1=NNC(C1)=O 3-butyl-5-pyrazolone